C1(CC1)C=1N=CN2C1CN(CC1=C2C=C(C(=C1)F)C(=O)NC1=NC(=CC=C1)C1=NN=CN1C(C)C)C1=CC(=NC=C1)C#N 3-cyclopropyl-5-(2-cyanopyridin-4-yl)-8-fluoro-N-[6-(4-isopropyl-4H-1,2,4-triazol-3-yl)pyridin-2-yl]-5,6-dihydro-4H-benzo[f]imidazo[1,5-a][1,4]diazepine-9-carboxamide